C(CC=C)OC=1C=2N(C=C(N1)C1=CN=C(O1)C(C)NCC)C=CN2 1-(5-(8-(But-3-en-1-yloxy)imidazo[1,2-a]pyrazin-6-yl)oxazol-2-yl)-N-ethylethan-1-amine